C1(CC1)C[C@@H](C(=O)OCC1=CC(=CC=C1)C#N)NC(C[C@H]1N(C(CC1)=O)CC1=C(C(=CC(=C1)F)F)F)=O 3-Cyanobenzyl (S)-3-cyclopropyl-2-(2-((S)-5-oxo-1-(2,3,5-trifluorobenzyl)pyrrolidin-2-yl)acetamido)propanoate